1-(4-(1-methyl-1H-pyrazol-5-yl)-6-(2-methyl-2H-pyrazolo[3,4-b]pyridin-5-yl)thieno[2,3-b]pyridin-2-yl)ethan-1-ol CN1N=CC=C1C1=C2C(=NC(=C1)C1=CC=3C(N=C1)=NN(C3)C)SC(=C2)C(C)O